C(C)(C)(C)[C@@H](CCC)N(NC(=O)C1=C(C2=C(OCCO2)C=C1)CC)C(C1=CC(=CC(=C1)C)C)=O (R)-3,5-Dimethyl-benzoic acid N-(1-tert-butyl-butyl)-N'-(5-ethyl-2,3-dihydro-benzo[1,4]dioxine-6-carbonyl)-hydrazide